COC1=C(CNC(=O)[C@@]2(COC3=C(C(N2CCOC)=O)OC2=C3C=CC(=C2)C(=O)OC)C)C=CC=C1 (S)-methyl 3-((2-methoxybenzyl)carbamoyl)-4-(2-methoxyethyl)-3-methyl-5-oxo-2,3,4,5-tetrahydrobenzofuro[2,3-f][1,4]oxazepine-8-carboxylate